(S)-6-methyl-N-(1-phenylethyl)-2,3,4,9-tetrahydro-1H-carbazole-1-imine CC=1C=C2C=3CCCC(C3NC2=CC1)=N[C@@H](C)C1=CC=CC=C1